C(C)(=O)N1CCCC2=CC=CC(=C12)CN1CCC2(CN(C2)C(=O)OC(C(F)(F)F)C(F)(F)F)CC1 1,1,1,3,3,3-Hexafluoropropan-2-yl 7-((1-acetyl-1,2,3,4-tetrahydroquinolin-8-yl)methyl)-2,7-diazaspiro[3.5]nonane-2-carboxylate